3-((4-methoxyphenyl)sulfonyl)-N-(4-methylpiperazin-1-yl)-6-nitroquinolin-4-amine COC1=CC=C(C=C1)S(=O)(=O)C=1C=NC2=CC=C(C=C2C1NN1CCN(CC1)C)[N+](=O)[O-]